FC1=C(C=CC=C1OCC(CCC)CCC)C(CCN[C@@H](C)C1=CC=CC=C1)=O (S)-1-(2-fluoro-3-((2-propylpentyl)oxy)phenyl)-3-((1-phenylethyl)amino)propan-1-one